NCCC1=CC=C(C=C1)C1=C(OC=2C=C(N=NC2)C2=C(C(=O)O)C=CC=C2)C=C(C=C1)C#N 2-[5-[2-[4-(2-aminoethyl)phenyl]-5-cyanophenoxy]pyridazin-3-yl]benzoic acid